azepine-N-oxide [NH+]1(C=CC=CC=C1)[O-]